C1=CC=C2C(=C1)C3=NC4=NC(=NC5=C6C=CC=CC6=C([N-]5)N=C7C8=CC=CC=C8C(=N7)N=C2[N-]3)C9=CC=CC=C94.[Co+2] cobalt(II) Phthalocyanine